2-[6-[3-(Difluoromethyl)-4-fluoro-phenyl]pyrazolo[4,3-b]pyridin-1-yl]-1-(2-thienyl)ethanone FC(C=1C=C(C=CC1F)C=1C=C2C(=NC1)C=NN2CC(=O)C=2SC=CC2)F